tert-butyl 5-[2-[3-methyl-5-(1-piperidylsulfonyl)indol-1-yl]propanoylamino]isoindoline-2-carboxylate CC1=CN(C2=CC=C(C=C12)S(=O)(=O)N1CCCCC1)C(C(=O)NC=1C=C2CN(CC2=CC1)C(=O)OC(C)(C)C)C